FC=1C=C(C(=O)N[C@@H]2CN(C[C@@H]2F)C(CC(F)(F)F)=O)C=CC1 3-fluoro-N-[(3R,4S)-4-fluoro-1-(3,3,3-trifluoropropanoyl)pyrrolidin-3-yl]benzamide